5-methoxy-3-(5-chloro-3-fluoropyridin-2-yl)benzothiazol-2(3H)-one COC=1C=CC2=C(N(C(S2)=O)C2=NC=C(C=C2F)Cl)C1